[Na].[Na].[Na].[Na].C1=CC=C2C=CC3=CC=CC4=CC=C1C2=C34 pyrene tetrasodium